cis-4-fluoro-N-methylpyrrolidin-3-amine 2HCl Cl.Cl.F[C@@H]1[C@@H](CNC1)NC